ClC1=C(C=CC(=C1)C(F)(F)F)CNC1CN(C1)C(=O)N1CC2(C1)CC(C2)C2=NN=C(N2)C2CC2 [3-[[2-chloro-4-(trifluoromethyl)phenyl]methylamino]azetidin-1-yl]-[6-(5-cyclopropyl-4H-1,2,4-triazol-3-yl)-2-azaspiro[3.3]heptan-2-yl]methanone